6-(4-cyclopropyl-6-methoxypyrimidin-5-yl)-8-(2,4-dimethoxybenzyl)-2-Methyl-2,8-dihydropyrazolo[4',3':4,5]pyrrolo[2,3-d]pyrimidine C1(CC1)C1=NC=NC(=C1C1=NC=C2C(=N1)N(C=1C2=CN(N1)C)CC1=C(C=C(C=C1)OC)OC)OC